C(C(O)C)(=O)O.C([C@@H](O)C)(=O)O L-lactic acid (DL-lactate)